Ethyl 3-{(4-fluorophenyl)amino}-3-oxopropionate FC1=CC=C(C=C1)NC(CC(=O)OCC)=O